BrCCN(C)C 2-Bromo-N,N-dimethylethan-1-amine